2-[(2,4-dimethoxyphenyl)methylamino]-8-(4-hydroxy-4-methyl-cyclohexyl)-6-(5-methyl-3,4-dihydro-2H-quinoxalin-1-yl)pyrido[2,3-d]pyrimidin-7-one COC1=C(C=CC(=C1)OC)CNC=1N=CC2=C(N1)N(C(C(=C2)N2CCNC1=C(C=CC=C21)C)=O)C2CCC(CC2)(C)O